2-(2,8-dimethylimidazo[1,2-a]pyridin-6-yl)-7-[1-(propan-2-yl)piperidin-4-yl]-4H-pyrido[1,2-a]pyrimidin-4-one CC=1N=C2N(C=C(C=C2C)C=2N=C3N(C(C2)=O)C=C(C=C3)C3CCN(CC3)C(C)C)C1